ClC1=C(CCCC1=C1N(C2=C3C(=CC=C2C1(C)C)C=CC=C3)C)C=CC3N(C1=C2C(=CC=C1C3(C)C)C=CC=C2)C [2-chloro-(1,3,3-trimethyl-1,3-dihydro-2H-benzoindole-2-ylidene)cyclohex-1-en-1-yl]vinyl-1,3,3-trimethyl-1H-benzoindol